(3R)-3-(methylsulfonyloxymethyl)piperidine-1-carboxylic acid tert-butyl ester C(C)(C)(C)OC(=O)N1C[C@@H](CCC1)COS(=O)(=O)C